O=S1(CCN(C(C2=C1C=C(S2)[Sn](C)(C)C)=O)CC(=O)OC(C)(C)C)=O tert-butyl 2-(1,1-dioxido-5-oxo-7-(trimethylstannyl)-2,3-dihydrothieno[2,3-f][1,4]thiazepin-4(5H)-yl)acetate